[I-].NC(C[N+]1(CCC(CC1)C=1C=C2C(=C(NC2=CC1)C=1C(=C(C=2N(C1)N=CN2)C)C)C(C)C)COP(=O)(O)OC(C)(C)C)=O 1-(2-amino-2-oxoethyl)-1-(((tert-butoxy(hydroxy)phosphoryl)oxy)methyl)-4-(2-(7,8-dimethyl-[1,2,4]triazolo[1,5-a]pyridin-6-yl)-3-isopropyl-1H-indol-5-yl)piperidin-1-ium iodide